C1=C(C=CC=2C=CCCC12)O 7,8-dihydronaphthalen-2-ol